4-chloro-2-fluoro-N-((2-fluoro-3-nitrophenyl)carbamoyl)benzamide ClC1=CC(=C(C(=O)NC(NC2=C(C(=CC=C2)[N+](=O)[O-])F)=O)C=C1)F